N-[2-[4-(2-Methoxyphenyl)-1-piperazinyl]ethyl]-N-2-pyridinylcyclohexanecarboxamide maleate C(\C=C/C(=O)O)(=O)O.COC1=C(C=CC=C1)N1CCN(CC1)CCN(C(=O)C1CCCCC1)C1=NC=CC=C1